2-(4-ethylphenoxy)-N-(4'-(methoxymethyl)-[1,1'-biphenyl]-4-yl)-2-methylpropanamide C(C)C1=CC=C(OC(C(=O)NC2=CC=C(C=C2)C2=CC=C(C=C2)COC)(C)C)C=C1